2-(aminomethyl)propane-1,3-diol NCC(CO)CO